N-((1r,4r)-4-((3-(4-(1H-imidazol-1-yl)phenyl)-2-oxo-2,3-dihydro-1H-benzo[d]imidazol-1-yl)methyl)cyclohexyl)-5-chloro-2-methyl-nicotinamide N1(C=NC=C1)C1=CC=C(C=C1)N1C(N(C2=C1C=CC=C2)CC2CCC(CC2)NC(C2=C(N=CC(=C2)Cl)C)=O)=O